3-((1-(tert-butoxycarbonyl)-5-methoxy-1H-indol-6-yl)amino)propionic acid C(C)(C)(C)OC(=O)N1C=CC2=CC(=C(C=C12)NCCC(=O)O)OC